C1(CCC1)N1C(C=CC(=C1)B1OCC(CO1)(C)C)=O 1-cyclobutyl-5-(5,5-dimethyl-1,3,2-dioxaborinan-2-yl)pyridin-2(1H)-one